C1(=CC=CC=C1)C([C@@H](C)NC(=O)OC(C)(C)C)=O phenyl-2-(2R)-tert-butoxycarbonylamino-1-propanone